CN1CC=2C=C(C=NC2CC1)NC=1N=CC2=C(N1)CN(CC2)C=2C=NC=CC2C 6-methyl-N-[7-(4-methylpyridin-3-yl)-5H,6H,8H-pyrido[3,4-d]pyrimidin-2-yl]-7,8-dihydro-5H-1,6-naphthyridin-3-amine